O1[C@@H]2[C@@H](NCC1)CN(C2)C(C)=O |r| 1-[rac-(4aS,7aS)-3,4,4a,5,7,7a-hexahydro-2H-pyrrolo[3,4-b][1,4]oxazin-6-yl]ethanone